tert-Butyl 2-(2-((2-((2-(4-(trifluoromethoxy)phenyl)-1H-benzo[d]imidazol-1-yl)methyl)phenoxy)methyl)cyclopropyl)acetate FC(OC1=CC=C(C=C1)C1=NC2=C(N1CC1=C(OCC3C(C3)CC(=O)OC(C)(C)C)C=CC=C1)C=CC=C2)(F)F